2-(3,4-dichlorobenzyl)benzimidazole ClC=1C=C(CC=2NC3=C(N2)C=CC=C3)C=CC1Cl